N-{4-[(1S)-1-(methylsulfonyl)ethyl]phenyl}{[(4-chlorophenyl)methyl]amino}carboxamide CS(=O)(=O)[C@@H](C)C1=CC=C(C=C1)NC(=O)NCC1=CC=C(C=C1)Cl